COC1=CC=C(C=C1)C(OCCC(C#CC=CC#CC(CC=CCC)O[Si](C)(C)C(C)(C)C)O)(C1=CC=CC=C1)C1=CC=C(C=C1)OC 1-[bis(4-methoxyphenyl)(phenyl)methoxy]-10-{[tert-butyl(dimethyl)silyl]oxy}pentadeca-6,12-diene-4,8-diyn-3-ol